(R)-N-(3-(3-(4-(3-cyano-4-methoxypyrazolo[1,5-a]pyridin-6-yl)-1H-pyrazol-1-yl)piperidine-1-carbonyl)phenyl)acrylamide C(#N)C=1C=NN2C1C(=CC(=C2)C=2C=NN(C2)[C@H]2CN(CCC2)C(=O)C=2C=C(C=CC2)NC(C=C)=O)OC